C(C)C(C(=O)O)COCC.C(C)OCCCCC(=O)O 3-ethoxyethylpropionate (ethyl 3-ethoxypropionate)